6-fluoro-3-((1-methylpyrrolidin-2-yl)methyl)-1H-indole FC1=CC=C2C(=CNC2=C1)CC1N(CCC1)C